NC=1SC=C(N1)/C(/C(=O)N[C@H]1[C@H]2SCC(=C(N2C1=O)C(=O)O)C=C)=N/OCC(=O)OC(C)(C)C (6R,7R)-7-[(Z)-2-(2-amino-4-thiazolyl)-2-[(2-tert-butoxy-2-oxoethoxy)imino]acetamido]-8-oxo-3-vinyl-5-thia-1-azabicyclo[4.2.0]oct-2-ene-2-carboxylic acid